FC=1C=C(C=CC1)C=1C=C(C=NC1OC1=CC(=CC=C1)C(F)(F)F)C(=O)NC[C@@H](C)O 5-(3-fluorophenyl)-N-[(2R)-2-hydroxypropyl]-6-[3-(trifluoromethyl)phenoxy]pyridine-3-carboxamide